N,N'-bis[2-(1H-imidazol-2-yl)ethyl]pentanediamide N1C(=NC=C1)CCNC(CCCC(=O)NCCC=1NC=CN1)=O